4-(Bromomethyl)piperidine hydrochloride Cl.BrCC1CCNCC1